(1H-imidazol-1-yl)(quinuclidin-2-yl)methanone hydrochloride Cl.N1(C=NC=C1)C(=O)C1N2CCC(C1)CC2